CO[Si](C(C)C=1C(=C(C(=C(C1)[SiH](C)C)N(CC)CC)CC[SiH2]CNCCC[Si](OC)(OC)C)[SiH](C)C)(OC)OC 1-trimethoxysilylethyldimethylsilyl-2-(diethylamino)(methyldimethoxysilylpropylamino)methylsilylethyldimethylsilylbenzene